C(C)N(CCCCCCC1(C2=CC=CC=C2C=2C=CC=CC12)CCCCCCN(CC)CC)CC 9,9-bis(6'-(diethylamino)hexyl)-fluorene